N1=CN=C(C2=CC=CC=C12)NCCO 2-((quinazolin-4-yl)amino)ethanol